C1(=C(C=CC=C1)P(C)C)P(C)C o-phenylenedi(dimethylphosphine)